monobenzyl dodecanediate C(CCCCCCCCCCC(=O)[O-])(=O)OCC1=CC=CC=C1